CC1=NC(=CC=C1C=O)C 2,6-DIMETHYL-PYRIDINE-3-CARBALDEHYDE